[Cu].C1(O)=CC=C(O)C=C1 quinol copper